OCCN(CCCCCCCC(=O)OC(CCCCCCCC)CCCCCCCC)CCCCCCCC(=O)OCCCCCCCCC(C)C heptadecan-9-yl 8-((2-hydroxyethyl)(8-((9-methyldecyl)oxy)-8-oxooctyl)amino)octanoate